COCOC=1C=C(C=CC1OCOC)[C@@H](O[Si](C)(C)C(C)(C)C)[C@@H]1OC1 ((R)-(3,4-bis(methoxymethoxy)phenyl)((R)-oxiran-2-yl)methoxy)(tert-butyl)dimethylsilane